tert-butyl 4-(4-(3-(dimethylamino)-1-((2-(2,6-dioxopiperidin-3-yl)-1,3-dioxoisoindolin-4-yl)amino)propyl)-1H-pyrazol-1-yl)piperidine-1-carboxylate CN(CCC(NC1=C2C(N(C(C2=CC=C1)=O)C1C(NC(CC1)=O)=O)=O)C=1C=NN(C1)C1CCN(CC1)C(=O)OC(C)(C)C)C